C(C=C)(=O)N1C[C@@H](O[C@H](C1)C)C1=CC(=NC(=C1)Cl)C=1C=C(C(=O)NC)C=CC1 3-(4-((2S,6S)-4-acryloyl-6-methylmorpholin-2-yl)-6-chloropyridin-2-yl)-N-methylbenzamide